CC1=NNC(=C1C=1C=CC2=C(N=C(S2)NC(=O)[C@@H]2CNCC2)C1)C (S)-N-(5-(3,5-dimethyl-1H-pyrazol-4-yl)benzo[d]thiazol-2-yl)pyrrolidine-3-carboxamide